Racemic-tert-Butyl 2-(1-(4-((2,6-dioxopiperidin-3-yl)amino)-2,6-difluorophenyl)-4-hydroxypiperidin-4-yl)acetate O=C1NC(CC[C@H]1NC1=CC(=C(C(=C1)F)N1CCC(CC1)(O)CC(=O)OC(C)(C)C)F)=O |r|